CC=1C=C(C=NC1)[C@H]1N(OCC1)C(=O)C1CCN(CC1)C1=NC=CC(=N1)C#N (S)-2-(4-(3-(5-methylpyridin-3-yl)isoxazolidin-2-carbonyl)piperidin-1-yl)pyrimidine-4-carbonitrile